FC1=CC(=C(OCC(=O)N2CC3=C(CC2)SC(=C3)C3=NOC(=N3)C(F)(F)F)C=C1)C 2-(4-fluoro-2-methylphenoxy)-1-(2-(5-(trifluoromethyl)-1,2,4-oxadiazol-3-yl)-6,7-dihydrothieno[3,2-c]pyridin-5(4H)-yl)ethan-1-one